CC=1C(=NC=CN1)CN1C(C2=CC=CC=C2C1=O)=O 2-((3-methylpyrazine-2-yl)methyl)isoindoline-1,3-dione